5-(difluoromethyl)-1-methyl-pyrazole-3-carboxylic acid FC(C1=CC(=NN1C)C(=O)O)F